(1S,2S,3R)-2-hydroxycyclopentane-1,3-dicaffeamide OC1[C@@H](CC[C@@H]1C1=CC(=C(C=C1/C=C/C(=O)N)O)O)C1=CC(=C(C=C1/C=C/C(=O)N)O)O